FC(C1=CC(=NC=N1)N1N=C(N=C1[C@H](C)NC(OCCCC)=O)C)F butyl N-[(1S)-1-[2-[6-(difluoromethyl)pyrimidin-4-yl]-5-methyl-1,2,4-triazol-3-yl]ethyl]carbamate